C1(CC1)[C@H](C)C=1C(=C2C(=NC1)CCC2)NC(=O)NS(=O)(=N)C2=CN=C(S2)C(CO)(C)O N-((3-((S)-1-cyclopropylethyl)-6,7-dihydro-5H-cyclopenta[b]pyridin-4-yl)carbamoyl)-2-(1,2-dihydroxypropan-2-yl)Thiazole-5-sulfonimidamide